NC1=C(C2=C(S1)CSC21CN(C1)C1=NC(=NC(=C1C#N)N(C)[C@H](C)C=1C(=NC=CC1)N)OC[C@H]1NCCCC1)C#N 2-amino-r-[6-[[(1R)-1-(2-amino-3-pyridyl)ethyl]-methyl-amino]-5-cyano-2-[[(2S)-2-piperidyl]methoxy]pyrimidin-4-yl]spiro[6H-thieno[3,4-b]thiophene-4,3'-azetidine]-3-carbonitrile